ClC1=C(C(=O)N/N=C(\C)/C2=NC=CC=C2)C=C(C=C1)Cl (E)-2,5-dichloro-N'-(1-(pyridin-2-yl)ethylidene)benzohydrazide